Cl.FC=1C=C(C=CC1)[C@H](CNC(CC1CCC(CC1)NC(=O)C1CCC1)(C)C)O N-((1R,4r)-4-(2-(((R)-2-(3-Fluorophenyl)-2-hydroxyethyl)amino)-2-methylpropyl)cyclohexyl)cyclobutanecarboxamide hydrochloride